1,5,6-trimethyl-2-(4-nitrophenyl)-1H-benzo[d]imidazole CN1C(=NC2=C1C=C(C(=C2)C)C)C2=CC=C(C=C2)[N+](=O)[O-]